ONC(C1=CC(=CC=C1)NC1=NC2=C(N1)C=C(C(=C2)C(F)(F)F)C=2C=NC(=NC2)N2CCOCC2)=O N-hydroxy-3-((6-(2-morpholinopyrimidin-5-yl)-5-(trifluoromethyl)-1H-benzo[d]imidazol-2-yl)amino)benzamide